F[C@@H]1[C@@H](C[C@]2(CCC[C@@H]1N2)C)C(=C)C2=CC=C(N=N2)C2=C(C=C(C=C2)N2C=NC=C2)O 2-(6-(1-((1R,3S,4R,5S)-4-fluoro-1-methyl-9-azabicyclo[3.3.1]nonan-3-yl)vinyl)pyridazin-3-yl)-5-(1H-imidazol-1-yl)phenol